C12(CC(C1)C2)NC(=O)O[C@H]2C[C@H](C[C@@H]2F)C2=NN(C(=C2)NC(OCC2=CC=CC=C2)=O)C(C)(C)C benzyl (3-((1R,3S,4S)-3-((bicyclo[1.1.1]pentan-1-ylcarbamoyl)oxy)-4-fluorocyclopentyl)-1-(tert-butyl)-1H-pyrazol-5-yl)carbamate